C(N)(OC(CCCOCCOCCOCCOCCN=[N+]=[N-])(C)C)=O [2-(2-{2-[2-(2-azido-ethoxy)-ethoxy]-ethoxy}-ethoxy)-ethyl]-tert-butyl carbamate